C(C)C1=C(N=CC=N1)OC 6-ethyl-5-methoxy-pyrazine